ClC1=NC2=C(C=C(C=C2C(N1C)=O)C)[C@@H](C)N[S@](=O)C(C)(C)C (R)-N-((R)-1-(2-chloro-3,6-dimethyl-4-oxo-3,4-dihydroquinazolin-8-yl)ethyl)-2-methylpropane-2-sulfinamide